OC[C@@H](C(=O)N)NC(=O)C1=C(SC2=C1C=C(C=C2)OCC=2C(=NC=CC2)C(F)(F)F)C (2S)-3-hydroxy-2-[(2-methyl-5-{[2-(trifluoromethyl)pyridin-3-yl]methoxy}-1-benzothiophen-3-yl)formamido]propanamide